FC1(C(CNCC1)C=1C=C(C(=NC1)OC)C(C(F)F)N)F 1-(5-(4,4-difluoropiperidin-3-yl)-2-methoxypyridin-3-yl)-2,2-difluoroethan-1-amine